C(C)N(C(OC1=CC=2CC[C@H]3[C@@H]4CC[C@]([C@@]4(C)CC[C@@H]3C2C=C1N1CCN(CC1)C([C@H]1N(CCC1)C(=O)C1=NC2=CC=CC=C2C=C1)=O)(O)C#C)=O)CC (17β)-17-ethynyl-17-hydroxy-2-[4-[1-(quinolin-2-ylcarbonyl)-L-prolyl]piperazin-1-yl]estra-1,3,5(10)-trien-3-yl diethylcarbamate